7-bromospiro[chromane-3,1'-cyclohexane] BrC1=CC=C2CC3(CCCCC3)COC2=C1